nonane-3-sulfonamide CCC(CCCCCC)S(=O)(=O)N